(2E)-3-[(2R)-1-methylpyrrolidin-2-yl]prop-2-enoic acid CN1[C@H](CCC1)/C=C/C(=O)O